CC1=C(N=NN1C1CCNCC1)C=1C=C(C=2N(C1)N=CC2C#N)O[C@H](C)C2=NC=CC=C2 6-[5-methyl-1-(piperidin-4-yl)-1,2,3-triazol-4-yl]-4-[(1R)-1-(pyridin-2-yl)ethoxy]pyrazolo[1,5-a]pyridine-3-carbonitrile